1-(4-(3-aminophenyl)piperazin-1-yl)ethan-1-one NC=1C=C(C=CC1)N1CCN(CC1)C(C)=O